bis(cyclopentadiene) ruthenium (0) [Ru].C1=CC=CC1.C1=CC=CC1